OC=1C(=C(C(=O)C2=CC=C(C=C2)CC=C)C=CC1CC=C)O dihydroxy-4,4'-diallylbenzophenone